Tetradecanol acetate C(C)(=O)OCCCCCCCCCCCCCC